4-[(2-chloropyrimidin-4-yl)oxymethyl]-3-fluoro-benzonitrile ClC1=NC=CC(=N1)OCC1=C(C=C(C#N)C=C1)F